CN1C2=C(OC[C@@H](C1=O)NC(OC(C)(C)C)=O)C=CC(=N2)N2CC1(CC2)CCOCC1 tert-butyl (S)-(5-methyl-4-oxo-7-(8-oxa-2-azaspiro[4.5]decan-2-yl)-2,3,4,5-tetrahydropyrido[3,2-b][1,4]oxazepin-3-yl)carbamate